14'H-spiro[naphthalene-1,21'-[19]oxa[12]thia[1,13]diazatetracyclo[13.7.2.03,6.018,23]tetracosa[15,17,23]triene]-7',14'-dione 12',12'-dioxide N12CC3CCC3C(CCCCS(NC(C3=CC=C(OCC4(C1)CC=CC1=CC=CC=C14)C2=C3)=O)(=O)=O)=O